C(C1=CC=CC=C1)N1CC2CC(C(C1)N2C(=O)OC(C)(C)C)O[Si](CC)(CC)CC tert-butyl 3-benzyl-6-((triethylsilyl)oxy)-3,8-diazabicyclo[3.2.1]octane-8-carboxylate